C(=O)C1=C(C=CC=C1)NC(CCC(=O)NC=1C=CC=C2C=CC=NC12)CC1=CC=C(C=C1)CO 4-((2-formylphenyl)amino)-5-(4-(hydroxymethyl)phenyl)-N-(quinoline-8-yl)valeramide